3-Ethyl-2-(6-methylhept-2-yl)cyclopent-2-en-1-one C(C)C1=C(C(CC1)=O)C(C)CCCC(C)C